2-(4-(tert-butyl)phenyl)-5,6-dimethoxybenzofuran C(C)(C)(C)C1=CC=C(C=C1)C=1OC2=C(C1)C=C(C(=C2)OC)OC